C1(CCCCC1)N=C=N N-cyclohexylcarbodiimide